FC(OC=1C=C(C=CC1)S(=O)(=O)NC1=NC(=CC(=N1)OC1=C(C=CC=C1)F)C1=C(C=CC=C1)C(C)C)F 3-(Difluoromethoxy)-N-[4-(2-fluorophenoxy)-6-(2-isopropylphenyl)pyrimidin-2-yl]benzenesulfonamide